C(C1=CC=CC=C1)OC1=C(C(=O)O)C(=CC(=C1)OC)\C=C\C1=CC=CC=C1 (E)-2-benzyloxy-4-methoxy-6-styrylbenzoic acid